(1,3-dioxoisoindolin-2-yl)phthaloyl-aza-tyrosine O=C1N(C(C2=CC=CC=C12)=O)N(N(CC1=CC=C(C=C1)O)C(=O)O)C(C=1C(C(=O)O)=CC=CC1)=O